COC(C1=CC(=C(C=C1)C1CC1)C=1C=NC(=CC1)F)=O 4-cyclopropyl-3-(6-fluoropyridin-3-yl)benzoic acid methyl ester